(2R,4S)-tert-butyl 4-fluoro-2-((4-methyl-3-((1-(naphthalen-1-yl)cyclopropyl) carbamoyl)phenoxy)methyl)pyrrolidine-1-carboxylate F[C@H]1C[C@@H](N(C1)C(=O)OC(C)(C)C)COC1=CC(=C(C=C1)C)C(NC1(CC1)C1=CC=CC2=CC=CC=C12)=O